ethyl 7-[3-(bromomethyl)-5-ethyl-1-methyl-1H-pyrazol-4-yl]-1-[3-(methylamino)propyl]-3-[3-(1-naphthyloxy)propyl]-1H-indole-2-carboxylate hydrochloric acid salt Cl.BrCC1=NN(C(=C1C=1C=CC=C2C(=C(N(C12)CCCNC)C(=O)OCC)CCCOC1=CC=CC2=CC=CC=C12)CC)C